1,1,1,4,4,4-hexafluoro-3-methyl-2-(trifluoromethyl)butene FC(C(=C(C(F)(F)F)C)C(F)(F)F)(F)F